2-(2-Ethoxy-4-methoxyphenyl)-4-(3-methoxyphenyl)but-3-yn-2-ol C(C)OC1=C(C=CC(=C1)OC)C(C)(C#CC1=CC(=CC=C1)OC)O